1-[[(5,6,7,8,9,10-hexahydro-4H-cyclonon[b]thiophen-2-ylcarbonyl)amino]methyl]cyclopentanecarboxylic acid S1C2=C(C=C1C(=O)NCC1(CCCC1)C(=O)O)CCCCCCC2